NCC1(CCN(CC1)C1=NN2C(S1)=NC=C2C2=C(C=C(C(=C2)F)Cl)OC)O 4-(aminomethyl)-1-(5-(4-chloro-5-fluoro-2-methoxyphenyl)imidazo[2,1-b][1,3,4]thiadiazol-2-yl)piperidin-4-ol